C1(CC1)C1=C(C(=NO1)C=1C=NC(=CC1)C)COC1=CC=C(C=N1)C(=O)NC1(COC1)C 6-((5-cyclopropyl-3-(6-methylpyridin-3-yl)isoxazol-4-yl)methoxy)-N-(3-methyloxetan-3-yl)pyridine-3-carboxamide